FC(CN[C@H]1C[C@H](N(CC1)C(=O)N1CC2(CCCC2)[C@@H](CC1)CN1C=NC(=CC1=O)C(F)F)C1=C(C=CC(=C1)F)F)F 3-(((R)-7-((2S,4R)-4-((2,2-Difluoroethyl)amino)-2-(2,5-difluorophenyl)piperidine-1-carbonyl)-7-azaspiro[4.5]decan-10-yl)methyl)-6-(difluoromethyl)pyrimidin-4(3H)-one